BrC1=CC(=C(C=C1)NC1=C(C=CC(=C1F)F)C(=O)N1CC(C1)(O)C1NCCCC1)Cl 1-({2-[(4-bromo-2-chlorophenyl)amino]-3,4-difluorophenyl}carbonyl)-3-piperidin-2-ylazetidin-3-ol